[Cl-].ClC=1C=CC(=C(C1)C1=CC(=C(N=N1)OCCC[N+](C)(C)C)NC1=C2C(=NC=C1)NC(=C2)C(=O)OC)F (3-{[6-(5-chloro-2-fluorophenyl)-4-{[2-(methoxycarbonyl)-1H-pyrrolo[2,3-b]pyridin-4-yl]amino}pyridazin-3-yl]oxy}propyl)trimethylazanium chloride